C[N+](C)(C)CCO.C1=CC(=C(C=C1Cl)Cl)OCC(=O)[O-] The molecule is a quaternary ammonium salt resulting from the reaction of 2,4-D with choline. It is a post-emergence herbicide used for selective control of broadleaf weeds. It has a role as a phenoxy herbicide, a synthetic auxin and an agrochemical. It contains a (2,4-dichlorophenoxy)acetate.